ClC=1N(C(N(C(N1)=O)CC(C(=O)OC)C)=O)CC1=CC=C(C=C1)Cl methyl 3-(4-chloro-3-(4-chlorobenzyl)-2,6-dioxo-3,6-dihydro-1,3,5-triazin-1(2H)-yl)-2-methylpropionate